methyl 2-(1,2,3,4-tetrahydro-1,5-naphthyridin-3-yl)acetate N1CC(CC2=NC=CC=C12)CC(=O)OC